NC(C(=O)OC)CC1=NNC2=CC=CC=C12 methyl 2-amino-3-(1H-indazol-3-yl)propanoate